N-{5-[4-(dimethylamino)piperidin-1-yl]pyridin-3-yl}-4-methoxy-5-[4-(4-methylpyridazin-3-yl)phenyl]pyrimidin-2-amine CN(C1CCN(CC1)C=1C=C(C=NC1)NC1=NC=C(C(=N1)OC)C1=CC=C(C=C1)C=1N=NC=CC1C)C